(Z)-3-(1-(4-amino-2-fluoro-but-2-en-1-yl)-6-cyano-1H-benzo[d]imidazol-4-yl)-N,N-dimethylbenzenesulfonamide NC\C=C(\CN1C=NC2=C1C=C(C=C2C=2C=C(C=CC2)S(=O)(=O)N(C)C)C#N)/F